C1(CC1)C1=CC=C(C(=N1)C(=O)O)N[C@H](C)C=1C=C(C=C2C(C(=C(OC12)C1=CC=CC=C1)C)=O)C 6-Cyclopropyl-3-[[(1R)-1-(3,6-dimethyl-4-oxo-2-phenyl-chromen-8-yl)ethyl]amino]-pyridine-2-carboxylic acid